cyclobutyl-((R)-6,6a,7,8,9,10-hexahydro-5H-pyrazino[1,2-a][1,8]naphthyridin-4-yl)methanol C1(CCC1)C(O)C=1C=2CC[C@H]3N(C2N=CC1)CCNC3